N-[(2S,3R)-2-[({1,1'-biphenyl}-3-yl)methyl]-4,4-difluoro-1-(2-methylpropanoyl)pyrrolidin-3-yl]methanesulfonamide C1(=CC(=CC=C1)C[C@@H]1N(CC([C@@H]1NS(=O)(=O)C)(F)F)C(C(C)C)=O)C1=CC=CC=C1